4-hydroxybenzoic acid n-pentylester C(CCCC)OC(C1=CC=C(C=C1)O)=O